(R)-6-chloro-3-((1-(2-cyano-7-methyl-3-(4-(methylsulfonyl)piperazin-1-yl)quinoxalin-5-yl)ethyl)amino)picolinic acid ClC1=CC=C(C(=N1)C(=O)O)N[C@H](C)C1=C2N=C(C(=NC2=CC(=C1)C)C#N)N1CCN(CC1)S(=O)(=O)C